6-(2-amino-6-fluoro-5-(4-(piperazin-1-yl)phenyl)pyridin-3-yl)-7-fluoro-3,4-dihydroisoquinolin-1(2H)-one 2,2,2-trifluoroacetate FC(C(=O)O)(F)F.NC1=NC(=C(C=C1C=1C=C2CCNC(C2=CC1F)=O)C1=CC=C(C=C1)N1CCNCC1)F